BrC1=CC(=CC=2N=C3CSCCN3C21)C(=O)NC2=CC=C(C=C2)OC(F)(F)Cl 6-bromo-N-(4-(chlorodifluoromethoxy)phenyl)-3,4-dihydro-1H-benzo[4,5]imidazo[2,1-c][1,4]thiazine-8-carboxamide